N1=CN=CC2=CC3=C(C=C12)OCC(N3)=O 6H-[1,4]oxazino[3,2-g]quinazolin-7(8H)-one